4-Ferrocenylbutanoic acid [C-]1(C=CC=C1)CCCC(=O)O.[CH-]1C=CC=C1.[Fe+2]